5-(1-ethoxyvinyl)thiophene-2-carboxamide C(C)OC(=C)C1=CC=C(S1)C(=O)N